1-methylpiperidin-1-ium iodide [I-].C[NH+]1CCCCC1